C(C)[NH+](CC)CC.C(CCCCCCCCC)O[C@@H](CC(=O)N[C@@H](CO[C@H]1[C@@H]([C@@H]([C@H](OP(=O)(OC)O)[C@H](O1)CO)NC(C[C@@H](CCCCCCCCCCC)OCCCCCCCCCC)=O)NC(C[C@@H](CCCCCCCCCCC)OCCCCCCCCCC)=O)C(=O)[O-])CCCCCCCCCCC N-[(R)-3-decyloxytetradecanoyl]-O-[2,3-di-[(R)-3-decyloxytetradecanoylamino]-2,3-dideoxy-4-O-methylphosphono-β-D-allopyranosyl]-L-serine triethylammonium salt